ClC1=CC(=C(C=C1)N(C)C)[N+](=O)[O-] (4-chloro-2-nitrophenyl)-N-methyl-methylamine